N-Benzyl-1-(pentan-2-yl)piperidin-4-amine C(C1=CC=CC=C1)NC1CCN(CC1)C(C)CCC